FC(C(=O)OCC1CCC(CC1)OCCCS(=O)(=O)C1=CC(=C(C=C1)NC=1N=CC2=C(N1)N(C(C(=C2)Cl)=O)C2CCCC2)C)(F)F [4-[3-[4-[(6-chloro-8-cyclopentyl-7-oxo-pyrido[2,3-d]pyrimidin-2-yl) amino]-3-methyl-phenyl]sulfonylpropoxy]cyclohexyl]methyl 2,2,2-trifluoroacetate